C(C)C=1C(C(N(C1C1=CC=CC=C1)CC1=CC(=CC=C1)OC)=O)(C)CCCCC#N 5-(4-ethyl-1-(3-methoxybenzyl)-3-methyl-2-oxo-5-phenyl-2,3-dihydro-1H-pyrrol-3-yl)valeronitrile